C(C)OC1=CC=C(C=C1)C1=CN=CC(=N1)C(=O)NNCC1=C(C=CC=C1)F 6-(4-ethoxyphenyl)-N'-(2-fluorobenzyl)pyrazine-2-carbohydrazide